4-bromo-3-methyl-benzoyl chloride BrC1=C(C=C(C(=O)Cl)C=C1)C